2,4-diethyl-1,6-Hexanediamine C(C)C(CN)CC(CCN)CC